OCCOC=1C=C(C(=O)NC2=CC=CC=C2)C=C(C1)OCCO 3,5-bis(2-hydroxyethoxy)-N-phenylbenzamide